3-[3-(2-Ethylpyrazol-3-yl)-5-(4H-1,2,4-triazol-3-ylmethylamino)pyrazolo[1,5-a]pyrimidin-2-yl]benzonitrile C(C)N1N=CC=C1C=1C(=NN2C1N=C(C=C2)NCC2=NN=CN2)C=2C=C(C#N)C=CC2